P(=O)(O)(O)OC=1[C@H](OC(C1O)=O)[C@H](CO)O.[Gd] gadolinium phospho-vitamin c